tert-butyl (1-(1-fluorocyclopropyl)-3-hydroxypropan-2-yl)carbamate FC1(CC1)CC(CO)NC(OC(C)(C)C)=O